3,3-dicyclopropyl-N-[5-(3,5-dimethyl-1H-pyrazol-4-yl)-6-fluoro-2-pyridyl]-2-[5-(2-isopropylpyrazol-3-yl)-4H-1,2,4-triazol-3-yl]propanamide C1(CC1)C(C(C(=O)NC1=NC(=C(C=C1)C=1C(=NNC1C)C)F)C1=NN=C(N1)C=1N(N=CC1)C(C)C)C1CC1